N-[6-(5-chloro-1,3-benzoxazol-2-yl)spiro[3.3]heptan-2-yl]-3-(trifluoromethyl)-1H-pyrazole-5-carboxamide ClC=1C=CC2=C(N=C(O2)C2CC3(CC(C3)NC(=O)C3=CC(=NN3)C(F)(F)F)C2)C1